(benzothienopyridinyl)(Terphenylyl)indolocarbazole N1=C(C=CC2=C1C1=C(S2)C=CC=C1)C=1C(=C2C(=CC1)N=C1C=CC3=C4C=CC=CC4=NC3=C12)C1=C(C=CC=C1)C=1C(=CC=CC1)C1=CC=CC=C1